C(C)(C)(C)[C@]1(N(CCN([C@H]1C1=CC(=NC(=C1)Cl)Br)S(=O)(=O)C)C(=O)OCC1(CC1)CN1CC2CCC(C1)O2)COC (1-((8-oxa-3-azabicyclo[3.2.1]octan-3-yl)methyl)cyclopropyl)methanol trans-tert-butyl-3-(2-bromo-6-chloropyridin-4-yl)-2-(methoxymethyl)-4-(methylsulfonyl)piperazine-1-carboxylate